O=C([C@H](CC1CCNCC1)NC([C@H](N)CC1=CC=C(C=C1)O)=O)N1CCN(CC1)C1=CC=NC=C1 N-{(2S)-1-oxo-3-(piperidin-4-yl)-1-[4-(pyridin-4-yl)piperazin-1-yl]propan-2-yl}-D-tyrosinamide